(2S,4R)-6-chloro-4-hydroxy-N-(3-{4-[5-(trifluoromethyl)pyridin-2-yl]-1H-pyrazol-1-yl}bicyclo[1.1.1]pentan-1-yl)-3,4-dihydro-2H-1-benzopyran-2-carboxamide ClC=1C=CC2=C([C@@H](C[C@H](O2)C(=O)NC23CC(C2)(C3)N3N=CC(=C3)C3=NC=C(C=C3)C(F)(F)F)O)C1